FC1=NC(=C2N=CN(C2=N1)C1OCCCC1)NCC1=C(C=CC=C1)F 2-fluoro-6-[(2-fluorobenzyl)amino]-9-(tetrahydro-2H-pyran-2-yl)-9H-purine